COC=1C2=C(C(=NC1)NCC1=CC=C(C=C1)OC)N=CN2 7-methoxy-N-(4-methoxybenzyl)-1H-imidazo[4,5-c]pyridin-4-amine